4-(2-((2-chlorophenyl)sulfonyl)propan-2-yl)-N-(isothiazol-5-yl)piperidine-1-carboxamide ClC1=C(C=CC=C1)S(=O)(=O)C(C)(C)C1CCN(CC1)C(=O)NC1=CC=NS1